C(CCC)(=O)OCC(CO)O glycerol 3-butyrate